CC=1C(=CC2=C(N=C3C(NC(NC3=N2)=O)=O)C1)C 7,8-dimethyl-benzo[g]pteridine-2,4(1H,3H)-dione